C[C@H]1N(CCOC1)C1=NN2C(C(NC[C@H]2[C@@H](C)C2=CC=CC=C2)=O)=C1 (R)-2-((R)-3-methylmorpholin-4-yl)-7-((S)-1-phenylethyl)-6,7-dihydro-5H-pyrazolo[1,5-a]pyrazin-4-one